6-benzyl-3-bromo-1-trityl-5,8-dihydropyrazolo[4,3-g]Quinazolin-7-one C(C1=CC=CC=C1)N1C(NC2=CC3=C(C=C2C1)C(=NN3C(C3=CC=CC=C3)(C3=CC=CC=C3)C3=CC=CC=C3)Br)=O